(±)-(E)-4-ethyl-2-[(E)-hydroxyimino]-5-nitro-3-hexenamide C(C)\C(=C/C(/C(=O)N)=N\O)\[C@@H](C)[N+](=O)[O-] |r|